N1=C(C=CC=C1)C1=C(C=CC=C1)NC(CCCC)=O N-(2-(pyridin-2-yl)phenyl)pentanamide